CN(CC#CC1=C(C=C(C=C1)C=1CCN(CC1)CCC(C(=O)NO)(S(=O)(=O)C)C)C(F)(F)F)C 4-(4-(4-(3-(dimethylamino)prop-1-yn-1-yl)-3-(trifluoromethyl)phenyl)-3,6-dihydropyridin-1(2H)-yl)-N-hydroxy-2-methyl-2-(methylsulfonyl)butanamide